FC1=C(C(=CC(=C1F)[N+](=O)[O-])F)N1CCOCC1 4-(2,3,6-trifluoro-4-nitro-phenyl)morpholine